α,α-difluoro-α-bromoacetylsilicon FC(C(=O)[Si])(Br)F